tert-butyl (R)-2-((1-(4-(methoxycarbonyl) phenyl)cyclopropyl)carbamoyl)piperidine-1-carboxylate COC(=O)C1=CC=C(C=C1)C1(CC1)NC(=O)[C@@H]1N(CCCC1)C(=O)OC(C)(C)C